7-(4,4-dimethyl-1,3,2-dioxaborolan-2-yl)-8-methoxy-N-[(1R)-1-[3-nitro-5-(trifluoromethyl)phenyl]ethyl]pyrazolo[1,5-a]quinazolin-5-amine CC1(OB(OC1)C=1C=C2C(=NC=3N(C2=CC1OC)N=CC3)N[C@H](C)C3=CC(=CC(=C3)C(F)(F)F)[N+](=O)[O-])C